[Si](C)(C)(C(C)(C)C)OC[C@@H]1N(C[C@H](C1)N1CCCC2=CC(=CC(=C12)C1=C2C(=NC=C1)C=C(S2)CO)Cl)C(=O)OC(C)(C)C (2R,4S)-tert-butyl 2-(((tert-butyldimethylsilyl)oxy)methyl)-4-(6-chloro-8-(2-(hydroxymethyl)thieno[3,2-b]pyridin-7-yl)-3,4-dihydroquinolin-1(2H)-yl)pyrrolidine-1-carboxylate